BrCC1=C(C(=O)OC)C=C(C(=C1)CNC(=O)OC(C)(C)C)F methyl 2-(bromomethyl)-4-(((tert-butoxycarbonyl) amino) methyl)-5-fluorobenzoate